1-heptanecarboxylic acid C(CCCCCC)C(=O)O